FC=1C=C(C=CC1)C#CC=1C=C2CCC(C2=CC1)N1C[C@@H](CCC1)C(=O)O (3R)-1-(5-((3-fluorophenyl)ethynyl)-2,3-dihydro-1H-inden-1-yl)piperidine-3-carboxylic acid